NC1=NC=CC2=C1N(C(N2)=O)C2=CC=C(C=C2)OC2=CC=CC=C2 4-amino-2-oxo-3-(4-phenoxyphenyl)-2,3-dihydro-1H-imidazo[4,5-c]pyridin